(S)-4,4-dimethyl-8-(3-methylmorpholino)-5-vinyl-3,4-dihydro-2H-pyrano[2,3-c]pyridine CC1(CCOC2=C(N=CC(=C21)C=C)N2[C@H](COCC2)C)C